1-(3-fluorophenyl)ethyl (4-(4-aminophenyl)-1-methyl-1H-1,2,3-triazol-5-yl)carbamate NC1=CC=C(C=C1)C=1N=NN(C1NC(OC(C)C1=CC(=CC=C1)F)=O)C